IC=1C=C(CN2C(C=C(C=C2)C=2C=C3C(=NNC3=CC2)C2=CC(=NC=C2)C)=O)C=CC1 1-(3-iodobenzyl)-4-(3-(2-methylpyridin-4-yl)-1H-indazol-5-yl)pyridin-2(1H)-one